2-(4-(4-((2,4-dioxothiazolidin-5-yl-5-d)methyl)phenoxy)phenyl)acrylic acid methyl ester COC(C(=C)C1=CC=C(C=C1)OC1=CC=C(C=C1)CC1(C(NC(S1)=O)=O)[2H])=O